COC=1C=C(CN(C=2SC=C(N2)C(=O)NCCCC2=CC=C(C=C2)OC)CC2=CC(=CC=C2)OC)C=CC1 2-(bis(3-methoxybenzyl)amino)-N-(3-(4-methoxyphenyl)propyl)thiazole-4-carboxamide